4-(4-(3,3-difluorocyclobutyl)phenoxy)-1H-1,2,3-triazole FC1(CC(C1)C1=CC=C(OC=2N=NNC2)C=C1)F